3-butyl-3-hydroxy-2-(4-phenylbutyl)-2,3,4,5-tetrahydro-1H-isoindol-1-one C(CCC)C1(N(C(C=2C=CCCC12)=O)CCCCC1=CC=CC=C1)O